N-octadecyl-α-pentadecylnitrone C(CCCCCCCCCCCCCCCCC)[N+](=CCCCCCCCCCCCCCCC)[O-]